tert-butyl 4-(6-chloro-1-methyl-1H-pyrrolo[3,2-c]pyridin-4-yl)-3,6-dihydropyridine-1(2H)-carboxylate ClC1=CC2=C(C(=N1)C=1CCN(CC1)C(=O)OC(C)(C)C)C=CN2C